(5-Isopropyl-1H-pyrazol-3-yl)-[2-(spiro[2.2]pentane-2-carbonyl)-2,6-diazaspiro[3.3]heptan-6-yl]methanone C(C)(C)C1=CC(=NN1)C(=O)N1CC2(CN(C2)C(=O)C2CC23CC3)C1